chloro-5-methoxypyridazine ClC=1N=NC=C(C1)OC